2-methoxy-4-(2-propenyl)-phenol formate C(=O)OC1=C(C=C(C=C1)CC=C)OC